3-(dipropylamino)propan-1-ol C(CC)N(CCCO)CCC